4-amino-5-bromo-2-(7-morpholino-2-(pyridin-4-yl)pyrazolo[1,5-a]pyrimidin-5-yl)pyridazin-3(2H)-one NC=1C(N(N=CC1Br)C1=NC=2N(C(=C1)N1CCOCC1)N=C(C2)C2=CC=NC=C2)=O